NCCS(=O)(=O)C1=CC=C(C=C1)S(=O)(=O)C1=CC=C(S1)CNC(OCCCC)=O butyl ((5-((4-((2-aminoethyl)sulfonyl)phenyl)sulfonyl)thiophen-2-yl)methyl)carbamate